C(C1=CC=CC=C1)S(=O)(=O)C1=CC=C(N)C=C1 p-toluenesulfonyl-aniline